FC(C=CC(F)(F)F)(F)F 1,1,1,4,4,4-Hexafluorobut-2-en